NC1=NC(=C(C=2N1C(N(N2)CC=2N=NC=CC2)=O)N2C[C@H](O[C@H](C2)C)C)C2=CC=CC=C2 5-amino-8-[(cis)-2,6-dimethylmorpholin-4-yl]-7-phenyl-2-(pyridazin-3-ylmethyl)-[1,2,4]triazolo[4,3-c]pyrimidin-3-one